C(C)(C)(C)OC(=O)N1CCC2(CC2(Br)Br)CC1 1,1-dibromo-6-azaspiro[2.5]octane-6-carboxylic acid tert-butyl ester